5-cyclopropyl-2-[5-(ethylsulfonyl)-6-[4-ethyl-6-(trifluoromethyl)pyrrolo[3,2-b]pyridin-2-yl]pyridin-3-yl]pyrimidin-4-ol C1(CC1)C=1C(=NC(=NC1)C=1C=NC(=C(C1)S(=O)(=O)CC)C=1C=C2N(C=C(C=C2N1)C(F)(F)F)CC)O